acryloxypropyltriiodosilane C(C=C)(=O)OCCC[Si](I)(I)I